N[C@@]1(CCCC2=C(C=CC=C12)F)C(=O)O |r| rac-1-amino-5-fluoro-1,2,3,4-tetrahydronaphthalene-1-carboxylic acid